C(C)(C)(C)OC(=O)C1C(C=2C=CC=NC2CN1CC1=CC=CC=C1)=O.C(CCCCCCCCCCCCCCCCC)(=O)[O-].[Ca+2].C(CCCCCCCCCCCCCCCCC)(=O)[O-] Calcium stearate tert-butyl-7-benzyl-5-oxo-6,8-dihydro-1,7-naphthyridine-6-carboxylate